FC(C1=NN=C(O1)C=1C=NC(=NC1)NC=1C=C(C2=C(N(C=N2)CCO)C1)C1=C(C=C(C=C1)F)C(F)(F)F)F 2-(6-((5-(5-(difluoromethyl)-1,3,4-oxadiazol-2-yl)pyrimidin-2-yl)amino)-4-(4-fluoro-2-(trifluoromethyl)phenyl)-1H-benzo[d]imidazol-1-yl)ethan-1-ol